C(OO)([O-])=O.[Co+2].OOC([O-])=O cobalt (hydroxy) carbonate